NCCN(CCCO)CCO 3-((2-aminoethyl)(2-hydroxyethyl)amino)propan-1-ol